FC1=C(CCl)C(=CC=C1F)F 2,3,6-trifluorobenzyl chloride